4-Phenethylquinoline-2-carboxylic acid C(CC1=CC=CC=C1)C1=CC(=NC2=CC=CC=C12)C(=O)O